F[C@H]1C[C@]2(CC(CN2C1)=C)C(=O)OC methyl (2S,7aR)-2-fluoro-6-methylenetetrahydro-1H-pyrrolizine-7a(5H)-carboxylate